OCCN(C(=O)[C@@H]1[C@@H](N(CCC1)C(=O)OC(C)(C)C)C(=O)OC)C tert-butyl O2-methyl (2R,3S)-3-[2-hydroxyethyl(methyl)carbamoyl]piperidine-1,2-dicarboxylate